BrC=1C(=C(C(=O)OC2=C(C(=C(C(=O)OC3=C(C(=C(C(=O)O)C(=C3C)C)C)CC)C(=C2)C)O)C)C(=C(C1OC(C1=C(C=C(C=C1C)O)OC)=O)C)C)O 4-((4-((3-bromo-2-hydroxy-4-((4-hydroxy-2-methoxy-6-methylbenzoyl)oxy)-5,6-dimethylbenzoyl)oxy)-2-hydroxy-3,6-dimethylbenzoyl)oxy)-3-ethyl-2,5,6-trimethylbenzoic acid